[Cl-].O(CC[N+](CC(CCl)O)(C)C)CC[N+](CC(CCl)O)(C)C.[Cl-] N,N'-(oxybis(ethane-2,1-diyl))bis(3-chloro-2-hydroxy-N,N-dimethylpropan-1-aminium) chloride